C(C)(C)(C)[C@@H]1CC2=C(N=C3N2C=C(C=C3OC(F)F)OC)C(C1)=O (R)-8-(tert-butyl)-4-(difluoromethoxy)-2-methoxy-8,9-dihydrobenzo[4,5]imidazo[1,2-a]pyridin-6(7H)-one